FC(S(=O)(=N)C=1C=CC(=NC1)CC1CC2(CN(C2)C(=O)N2C[C@@H]3[C@@H](OCC(N3)=O)CC2)C1)(F)F |r| rac-(4aR,8aS)-6-[6-[[5-(trifluoromethylsulfonimidoyl)-2-pyridyl]methyl]-2-azaspiro[3.3]heptane-2-carbonyl]-4,4a,5,7,8,8a-hexahydropyrido[4,3-b][1,4]oxazin-3-one